5-(4-(3-(8-fluoro-5-methyl-1-oxo-1,2-dihydroisoquinolin-3-yl)propanoyl)piperazin-1-yl)picolinonitrile FC=1C=CC(=C2C=C(NC(C12)=O)CCC(=O)N1CCN(CC1)C=1C=CC(=NC1)C#N)C